2-[(butylsulfinyl)methyl]glutaric acid C(CCC)S(=O)CC(C(=O)O)CCC(=O)O